2-(5-benzylhexahydro-pyrrolo[3,4-c]pyrrol-2(1H)-yl)-1-(5-hydroxypyridin-2-yl)ethanone C(C1=CC=CC=C1)N1CC2C(C1)CN(C2)CC(=O)C2=NC=C(C=C2)O